8-{4-(trifluoromethyl)phenoxy}chroman-4-one O-toluenesulfonyl oxime C(C1=CC=CC=C1)S(=O)(=O)ON=C1CCOC2=C(C=CC=C12)OC1=CC=C(C=C1)C(F)(F)F